OC(C(=O)O)C(CC)(C)O α,β-dihydroxy-β-methylpentanoic acid